CC=1OC(C2=C(N1)C=C(C=C2)C)=O 2,7-dimethyl-4H-benzo[d][1,3]oxazin-4-one